5-((4-(6-chloropyridazin-3-yl)piperazin-1-yl)methyl)-2-(2,6-dioxopiperidin-3-yl)isoindoline ClC1=CC=C(N=N1)N1CCN(CC1)CC=1C=C2CN(CC2=CC1)C1C(NC(CC1)=O)=O